ethyl 7-oxo-7-(4-(3-((4-sulfamoyl-2-((trifluoromethyl)sulfonyl)phenyl)amino)propyl)piperazin-1-yl)heptanoate O=C(CCCCCC(=O)OCC)N1CCN(CC1)CCCNC1=C(C=C(C=C1)S(N)(=O)=O)S(=O)(=O)C(F)(F)F